4-[1-(4-amino-3-methyl-1H-pyrazolo[3,4-d]pyrimidin-1-yl)ethyl]-6-chloro-3-ethoxy-2-[5-(methylsulfonyl)pyridin-3-yl]benzonitrile NC1=C2C(=NC=N1)N(N=C2C)C(C)C2=C(C(=C(C#N)C(=C2)Cl)C=2C=NC=C(C2)S(=O)(=O)C)OCC